C(C)(C)N1CCN(CC1)C(CC(=O)O)=O 3-(4-isopropyl-piperazine-1-yl)-3-oxopropionic acid